C(CCCCCCCCCCCCCCC)(=O)OC[C@H](CSCC(C(=O)NC1=CC=C(C=C1)CN1C(=NC=2C(=NC=3C=CC=CC3C21)N)CCCC)N)OC(CCCCCCCCCCCCCCC)=O (R)-3-(2-amino-3-(4-((4-amino-2-butyl-1H-imidazo[4,5-c]quinolin-1-yl)methyl)phenyl amino)-3-oxopropylthio)propane-1,2-diyl dipalmitate